N,N-dimethyl-1-(1-(4-nitrophenyl)piperidin-4-yl)methylamine CN(C)CC1CCN(CC1)C1=CC=C(C=C1)[N+](=O)[O-]